3-amino-4-hydroxy-butan-2-one NC(C(C)=O)CO